COC1=C(C=CC(=C1)CNC(CCCC\C=C\C(C)C)=O)O 2-methoxy-4-({N-[(6E)-1-oxo-8-methylnon-6-enyl]amino}methyl)phenol